5-chloro-3-(4,4-difluoroazepan-1-yl)pyrazine-2-carbaldehyde ClC=1N=C(C(=NC1)C=O)N1CCC(CCC1)(F)F